FC(S(=O)(=O)OC1=C(C=C(C=C1)C1=NC(=CC=C1NC(C)C=1C=C(C=C2C(C(=C(OC12)N1CCC2(CC2)CC1)C)=O)C)Cl)C=O)(F)F [4-[3-[1-[2-(6-azaspiro[2.5]octan-6-yl)-3,6-dimethyl-4-oxo-chromen-8-yl]ethylamino]-6-chloro-2-pyridyl]-2-formyl-phenyl] trifluoromethanesulfonate